tert-butyl benzyl(6-chloro-3-cyclopropylimidazo[1,2-b]pyridazin-8-yl)carbamate C(C1=CC=CC=C1)N(C(OC(C)(C)C)=O)C=1C=2N(N=C(C1)Cl)C(=CN2)C2CC2